C(C)(C)(C)OC(=O)N1CC(N(CC1)CC1CCNCC1)(C)C 3,3-dimethyl-4-(4-piperidinylmethyl)piperazine-1-carboxylic acid tert-butyl ester